N-((3S,4S)-3-((6-(2,6-dichloro-3,5-di-methoxyphenyl)-8-(dimethylamino)pyrido[3,4-d]pyrimidin-2-yl)amino)tetrahydro-2H-pyran-4-yl)acrylamide ClC1=C(C(=C(C=C1OC)OC)Cl)C1=CC2=C(N=C(N=C2)N[C@@H]2COCC[C@@H]2NC(C=C)=O)C(=N1)N(C)C